[Ir](Cl)(Cl)Cl.C1=CCCCCCC1.C1=CCCCCCC1 di(cyclooctene) iridium chloride